NC1=CC=CC(=N1)S(=O)(=O)NC(=O)C=1C(=NC(=CC1)C1=CC(=CC(=C1)OCC(C)C)F)OCCC1CCCC1 N-[(6-Amino-2-pyridyl)sulfonyl]-2-(2-cyclopentylethoxy)-6-(3-fluoro-5-isobutoxyphenyl)pyridin-3-carboxamid